acryloyloxyethyl-methyl-diethoxysilane C(C=C)(=O)OCC[Si](OCC)(OCC)C